(Z)-1,3,3,3-tetrafluoropropene F\C=C/C(F)(F)F